(3-(4-methylbenzoyl)-2-(p-tolyl)indolizin-1-yl)pyridin-2(1H)-one CC1=CC=C(C(=O)C2=C(C(=C3C=CC=CN23)N2C(C=CC=C2)=O)C2=CC=C(C=C2)C)C=C1